N-(2-(1-methyl-1H-imidazol-5-yl)-5-((methylamino)methyl)phenyl)benzenesulfonamide CN1C=NC=C1C1=C(C=C(C=C1)CNC)NS(=O)(=O)C1=CC=CC=C1